4-methyl-2-(methylthio)-5-nitrobenzoic acid CC1=CC(=C(C(=O)O)C=C1[N+](=O)[O-])SC